(4-(adamantan-1-yl)phenyl)-[1,1'-biphenyl]-4-amine C12(CC3CC(CC(C1)C3)C2)C2=CC=C(C=C2)C2=C(C=CC(=C2)N)C2=CC=CC=C2